CC1=CC=C(C=C1)S(=O)(=O)OOCCOCCO 2-(2-Hydroxyethoxy)ethoxy 4-methylbenzenesulfonate